CC1C2C=CC(C1C)(C2(C)C)C 5,6-dimethyl-2-bornylene